COC1=C(C(=C(C(=C1C)C)OC)C)CCCO 3-(2,5-dimethoxy-3,4,6-trimethylphenyl)propan-1-ol